6-amino-1-butyl-3-(2-(5,5-dimethyl-2,4-dioxo-3-((2-(trimethylsilyl)ethoxy)methyl)imidazolidin-1-yl)spiro[3.5]nonan-7-yl)pyrimidine-2,4(1H,3H)-dione NC1=CC(N(C(N1CCCC)=O)C1CCC2(CC(C2)N2C(N(C(C2(C)C)=O)COCC[Si](C)(C)C)=O)CC1)=O